6-(6-(pyrazolo[1,5-a]pyridin-3-yl)imidazo[1,2-b]pyridazin-3-yl)-N-(pyrrolidin-3-yl)pyridin-2-amine N1=CC(=C2N1C=CC=C2)C=2C=CC=1N(N2)C(=CN1)C1=CC=CC(=N1)NC1CNCC1